5-(5-(2-methylmorpholine-4-carbonyl)-1H-pyrrolo[2,3-b]pyridin-1-yl)picolinamide CC1CN(CCO1)C(=O)C=1C=C2C(=NC1)N(C=C2)C=2C=CC(=NC2)C(=O)N